FC(S(=O)(=O)C1=NNC=N1)(F)F Trifluoromethanesulfonyl-1,2,4-triazole